methyl 5-hydroxy-1H-indole-2-carboxylate OC=1C=C2C=C(NC2=CC1)C(=O)OC